ClC1=CC=C(COC2=NN=C(S2)NC(C2=C(N=CC=C2)N2CC3N(CC2)C(CC3)=O)=O)C=C1 N-(5-((4-chlorobenzyl)oxy)-1,3,4-thiadiazol-2-yl)-2-(6-oxohexahydropyrrolo[1,2-a]pyrazin-2(1H)-yl)nicotinamide